C(N(C1=C(C=CC=C1)OCC)OCC)N(C1=C(C=CC=C1)OCC)OCC methylenebis(diethoxyaniline)